trimethyltetrakis(p-tolyl)ammonium borate B([O-])([O-])[O-].CC(C1=CC=C(C=C1)[N+](C1=CC=C(C=C1)C)(C1=CC=C(C=C1)C)C1=CC=C(C=C1)C)(C)C.CC(C1=CC=C(C=C1)[N+](C1=CC=C(C=C1)C)(C1=CC=C(C=C1)C)C1=CC=C(C=C1)C)(C)C.CC(C1=CC=C(C=C1)[N+](C1=CC=C(C=C1)C)(C1=CC=C(C=C1)C)C1=CC=C(C=C1)C)(C)C